ClC1=CN(C2=C1N=NC(=C2)C=2C(NC(NC2)=O)=O)CC(C)C 5-(7-Chloro-5-isobutyl-5H-pyrrolo[3,2-c]pyridazin-3-yl)pyrimidine-2,4(1H,3H)-dione